CN1C2=CC=CC=C2C3=C4C(=C5C6=CC=CC=C6N(C5=C31)CCC#N)CNC4=O The molecule is an organic heterohexacyclic compound and an indolocarbazole. It has a role as an EC 2.7.11.13 (protein kinase C) inhibitor.